C1(=CC=CC=C1)C1OC(C(C(O1)=O)=CC1=C(C(=C(C=C1)OC)OC)OC)=O 2-phenyl-5-(2,3,4-trimethoxybenzylidene)-1,3-dioxane-4,6-dione